1-Ethyl-N'-((1',5',6',7'-tetrahydro-2'H-spiro[cyclopropane-1,3'-dicyclopenta[b,e]pyridin]-8'-yl)carbamoyl)-1H-pyrazole-3-sulfonimidamide C(C)N1N=C(C=C1)S(=O)(N)=NC(NC1=C2C(=NC3=C1CCC3)C3(CC2)CC3)=O